C(C1=CC=CC=C1)OC1=C(C=CC(=C1)F)\C=C/1\C(=C(C2=CC(=CC=C12)F)CC(=O)O)C 2-[(1Z)-1-{[2-(Benzyloxy)-4-fluorophenyl]methylidene}-5-fluoro-2-methyl-1H-inden-3-yl]acetic acid